C(CSCCN)N 2,2'-thiodiethylamine